N-(4-bromo-2-iodo-5-methylphenyl)-2,2,2-trifluoroacetamide BrC1=CC(=C(C=C1C)NC(C(F)(F)F)=O)I